4-((4-(((5-((2-((tert-butoxycarbonyl)-amino)-phenyl)-carbamoyl)pyrazin-2-yl)amino)-methyl)-benzyl)-amino)-4-oxobutanoic acid C(C)(C)(C)OC(=O)NC1=C(C=CC=C1)NC(=O)C=1N=CC(=NC1)NCC1=CC=C(CNC(CCC(=O)O)=O)C=C1